O1C=COC=CC=2C1=NC=CC2 [1,4]dioxocino[5,6-b]pyridine